6-((2-butyloctyl)oxy)-N,N-dimethyl-6-oxohexane-1-aminium chloride [Cl-].C(CCC)C(COC(CCCCC[NH+](C)C)=O)CCCCCC